tert-butyl (3S)-3-{[(methylsulfanyl)methanethioyl]oxy}pyrrolidine-1-carboxylate CSC(=S)O[C@@H]1CN(CC1)C(=O)OC(C)(C)C